3-(1'-(((1r,3r)-3-(4-fluorophenoxy)cyclobutyl)methyl)-6-oxo-6,8-dihydro-2H,7H-spiro[furo[2,3-e]isoindole-3,4'-piperidin]-7-yl)piperidine-2,6-dione FC1=CC=C(OC2CC(C2)CN2CCC3(CC2)COC2=C4CN(C(C4=CC=C23)=O)C2C(NC(CC2)=O)=O)C=C1